ClC(C1=C(C(=C(C1C)C)C)C)Cl dichloro(pentamethylcyclopentadiene)